P(OC(C)C)(OCC=NO)=O isopropyl (2-(hydroxyimino) ethyl) phosphonate